ClC1=CC2=C(C(C3=C(N(S2(=O)=O)C)C=CC=C3)NCCCSC)C=C1 3-Chloro-6-methyl-11-((3-(methylthio)propyl)amino)-6,11-dihydrodibenzo[c,f][1,2]thiazepine 5,5-dioxide